N-(3-(5-bromo-2-(difluoromethoxy)phenyl)-1-(oxetan-3-yl)-1H-pyrazol-4-yl)pyrazolo[1,5-a]pyrimidine-3-carboxamide BrC=1C=CC(=C(C1)C1=NN(C=C1NC(=O)C=1C=NN2C1N=CC=C2)C2COC2)OC(F)F